ClC=1C(=C2C=NNC2=C(C1F)CC#C[Si](C)(C)C)C=1N=CC=2N(C1)C=C(N2)NC(=O)C2C(C2)F N-(6-(5-chloro-6-fluoro-7-(3-(trimethylsilyl)prop-2-yn-1-yl)-1H-indazol-4-yl)imidazo[1,2-a]pyrazin-2-yl)-2-fluorocyclopropane-1-carboxamide